N1=C(C=CC=C1)C1=CC(=C2C(=N1)NCC2)N2CCN(CC2)C(=O)OCC2=CC=CC=C2 benzyl 4-(6-(pyridin-2-yl)-2,3-dihydro-1H-pyrrolo[2,3-b]pyridin-4-yl)piperazine-1-carboxylate